BrC1=C(C=C2C(=NC(=NC2=C1F)OCC12CCCN2CCC1)N1CCNCC(C1)(F)F)Cl 7-bromo-6-chloro-4-(6,6-difluoro-1,4-diazepan-1-yl)-8-fluoro-2-((tetrahydro-1H-pyrrolizin-7a(5H)-yl)meth-oxy)quinazoline